4-(4-aminophenoxy)-2-propoxyaniline NC1=CC=C(OC2=CC(=C(N)C=C2)OCCC)C=C1